N-(3-(diethylamino)propyl)-1-(3,4-dimethyl-2-phenyl-2H-pyrazolo[3,4-d]pyridazin-7-yl)piperidine-4-carboxamide C(C)N(CCCNC(=O)C1CCN(CC1)C1=NN=C(C=2C1=NN(C2C)C2=CC=CC=C2)C)CC